C(C1=CC=CC=C1)C1=NC(=NC=C1C(F)(F)F)NC1CNCCC1 4-benzyl-N-(piperidin-3-yl)-5-(trifluoromethyl)pyrimidin-2-amine